CC=1C(=NOC1\C=C\C)C(=O)OCC (E)-Ethyl 4-methyl-5-(prop-1-en-1-yl)isoxazole-3-carboxylate